(trans)-2-[[2-[4-bromo-3-[[tert-butyl(dimethyl)silyl]oxymethyl]-5-methyl-anilino]-5-chloro-pyrimidin-4-yl]amino]cyclohexanecarbonitrile BrC1=C(C=C(NC2=NC=C(C(=N2)N[C@H]2[C@@H](CCCC2)C#N)Cl)C=C1C)CO[Si](C)(C)C(C)(C)C